3-glycidoxyoxypropyl-trimethyl-(ethoxysilane) C(C1CO1)OOCCCC[Si](OCC)(C)C